CC1(OCCN2C=3N=C(N=C(C3N=C12)N1CC2(COC2)CC1)C=1C=NC(=NC1)N)C 5-[8,8-Dimethyl-1-(2-oxa-6-aza-spiro[3.4]oct-6-yl)-5,6-dihydro-8H-7-oxa-2,4,4b,9-tetraaza-fluoren-3-yl]-pyrimidin-2-ylamine